(4-tert-Butoxycarbonylpiperazino)benzothiazole-6-carboxylic acid ethyl ester C(C)OC(=O)C1=CC2=C(N=C(S2)N2CCN(CC2)C(=O)OC(C)(C)C)C=C1